tert-butyl 6-((4-(7-bromo-6-cyano-1H-indol-3-yl)-5-(trifluoromethyl) pyrimidin-2-yl) amino)-3,3-dimethyl-1,4-oxazepan-4-carboxylate BrC=1C(=CC=C2C(=CNC12)C1=NC(=NC=C1C(F)(F)F)NC1CN(C(COC1)(C)C)C(=O)OC(C)(C)C)C#N